The molecule is a phenylenediamine in which the amino functions are at positions 1 and 4 of the benzene nucleus. It has a role as a hapten, a dye, a reagent and an allergen. C1=CC(=CC=C1N)N